2-(4-Cyano-phenoxy)-2-(4-ethanesulfonyl-phenyl)-N-(5-fluoro-6-methoxy-benzothiazol-2-yl)-acetamide C(#N)C1=CC=C(OC(C(=O)NC=2SC3=C(N2)C=C(C(=C3)OC)F)C3=CC=C(C=C3)S(=O)(=O)CC)C=C1